(3H-benzo[e]indol-2-yl)-(2-chloro-pyridin-4-yl)-methanone C1=C(NC=2C=CC3=C(C12)C=CC=C3)C(=O)C3=CC(=NC=C3)Cl